D-2-chloro-9-(4-(1-isopropyl-4-(trifluoromethyl)-1H-imidazol-2-yl)benzyl)-9H-pyrimido[4,5-b]indole ClC=1N=CC2=C(N(C3=CC=CC=C23)CC2=CC=C(C=C2)C=2N(C=C(N2)C(F)(F)F)C(C)C)N1